6-cyclopentyl-N-(4-(methylsulfonyl)but-3-en-2-yl)-2-phenoxynicotinamide C1(CCCC1)C1=NC(=C(C(=O)NC(C)C=CS(=O)(=O)C)C=C1)OC1=CC=CC=C1